C1=2C=C(C=CC2CC1)C1OCC2=CC(=CC=C2C1C1=CC=C(C=C1)N1CCC(CC1)C(OC)OC)O 3-(bicyclo[4.2.0]octa-1(6),2,4-trien-3-yl)-4-(4-(4-(dimethoxymethyl)piperidin-1-yl)phenyl)isochroman-7-ol